N-(5-((3-methyl-3,8-diazabicyclo[3.2.1]octan-8-yl)methyl)pyridin-2-yl)pyrimidin CN1CC2CCC(C1)N2CC=2C=CC(=NC2)N2CN=CC=C2